3-(5-(4-isopropyl-4H-1,2,4-triazol-3-yl)-1H-indazol-3-yl)-N-(2-methoxyethyl)benzamide C(C)(C)N1C(=NN=C1)C=1C=C2C(=NNC2=CC1)C=1C=C(C(=O)NCCOC)C=CC1